(1-methylcyclopropyl)methyl cis-2-(biphenyl-3-ylmethyl)-3-((methylsulfonyl)amino)piperidine-1-carboxylate C1(=CC(=CC=C1)C[C@@H]1N(CCC[C@@H]1NS(=O)(=O)C)C(=O)OCC1(CC1)C)C1=CC=CC=C1